ClC1=NC(=CC(=C1)C=1C(=NN2C1N=C(C=C2)NC[C@@H](C)O)C=2C=C(C#N)C=CC2)C 3-[3-(2-chloro-6-methyl-4-pyridinyl)-5-[[(2R)-2-hydroxypropyl]amino]pyrazolo[1,5-a]pyrimidin-2-yl]benzonitrile